CC1=NC(=CC(=C1)C=1C=C(C=CC1)C=1N=C(SC1)NC(=O)[C@H]1N(CC1)C(=O)C=1C=CC2=C(S(CCOC2)(=O)=O)C1)C (S)-N-(4-(3-(2,6-dimethylpyridin-4-yl)phenyl)thiazol-2-yl)-1-(1,1-dioxido-2,3-dihydro-5H-benzo[e][1,4]oxathiepine-8-carbonyl)azetidine-2-carboxamide